(3R)-3-cyclopentyl-3-(4-(7-(2-(2-fluoro-[1,1'-biphenyl]-4-yl)propanoyl)-7H-pyrrolo[2,3-d]pyrimidin-4-yl)-1H-pyrazol-1-yl)propionitrile C1(CCCC1)[C@@H](CC#N)N1N=CC(=C1)C=1C2=C(N=CN1)N(C=C2)C(C(C)C2=CC(=C(C=C2)C2=CC=CC=C2)F)=O